C1(=C(C(=C(C(=C1[2H])[2H])[2H])[2H])[2H])C1=NC(=NC(=N1)C1=C(C(=C(C(=C1[2H])[2H])[2H])[2H])[2H])C1=C(C=CC=C1N1C2=C(C(=C(C(=C2C=2C(=C(C(=C(C12)[2H])[2H])[2H])[2H])[2H])[2H])[2H])[2H])N1C2=C(C(=C(C(=C2C=2C(=C(C(=C(C12)[2H])[2H])[2H])[2H])[2H])[2H])[2H])[2H] 9,9'-(2-(4,6-bis(phenyl-d5)-1,3,5-triazin-2-yl)-1,3-phenylene)bis(9H-carbazole-1,2,3,4,5,6,7,8-d8)